1-[4-(2-cyclohexylethoxy)phenyl]cyclopentanecarboxylic acid C1(CCCCC1)CCOC1=CC=C(C=C1)C1(CCCC1)C(=O)O